NC=1C(=NC=C(C1)OC)B(O)O 3-AMINO-5-METHOXYPYRIDIN-2-YLBORONIC ACID